5-(4-(3-(methoxycarbonyl)bicyclo[1.1.1]pentan-1-yl)phenyl)-5H-thianthren-5-ium tetrafluoroborate F[B-](F)(F)F.COC(=O)C12CC(C1)(C2)C2=CC=C(C=C2)[S+]2C=1C=CC=CC1SC1=CC=CC=C21